ClC=1C(=C(C(=CC1)Cl)C(=O)ON(CC)CC)OC (3,6-dichloro-2-methoxyphenyl)[(diethylamino)oxy]methanone